ClC1=CC=C(C=C1)C1=CC=C2C(=C(N3C(C2=C1)=NC=N3)C(=O)NCC(=O)O)O (9-(4-chlorophenyl)-6-hydroxy-[1,2,4]triazolo[5,1-a]isoquinoline-5-carbonyl)glycine